CN1CCC(CC1)C(=O)C1=NC2=CC(=NC=C2C=C1)N 2-(1-methylpiperidine-4-carbonyl)-1,6-naphthyridin-7-amine